C1(CCC(CC1)C(C)C)(C)OC(C)O (1-menthoxy)ethane-1-ol